tert-Butyl 4,4-difluoro-5-hydroxypentanoate FC(CCC(=O)OC(C)(C)C)(CO)F